ClC=1C(=CC(=C(C1)C(CC(=O)OCC)=O)F)N1[C@H](CCC1)COC1=NC=CC=C1Cl ethyl (R)-3-(5-chloro-4-(2-(((3-chloropyridin-2-yl)oxy)methyl)pyrrolidin-1-yl)-2-fluorophenyl)-3-oxopropanoat